FC1=CC=C(C=C1)N1N=CC2=C1C=C1CCN(C[C@]1(C2)C(=O)C=2SC=CN2)S(=O)(=O)C2=NN(N=C2)CCC (R)-(1-(4-fluorophenyl)-6-((2-propyl-2H-1,2,3-triazol-4-yl)sulfonyl)-4,4a,5,6,7,8-hexahydro-1H-pyrazolo[3,4-g]isoquinolin-4a-yl)(thiazol-2-yl)methanone